aminotert-butyl formate C(=O)OC(CN)(C)C